C(C)OC(=O)C=1C(=NN(C1)C(C)(C)C)OC 1-(tert-butyl)-3-methoxy-1H-pyrazole-4-carboxylic acid ethyl ester